2-(3-acetyl-5-(pyridin-3-ylamino)-1H-indazol-1-yl)-N-(2-((3-chloro-2-fluorobenzyl)amino)-2-oxoethyl)-N-isopropylacetamide C(C)(=O)C1=NN(C2=CC=C(C=C12)NC=1C=NC=CC1)CC(=O)N(C(C)C)CC(=O)NCC1=C(C(=CC=C1)Cl)F